4-(1-((tert-butoxycarbonyl)amino)-2-oxoethyl)benzoate C(C)(C)(C)OC(=O)NC(C=O)C1=CC=C(C(=O)[O-])C=C1